7-phenyl-4,6-heptadienyl acetate C(C)(=O)OCCCC=CC=CC1=CC=CC=C1